Cl[C@H](C(=O)N(NC([C@H](CC1=CC=CC=C1)NC(=O)C=1NC2=CC=CC(=C2C1)F)=O)C[C@H]1C(NCC1)=O)F N-((S)-1-(2-((R)-2-chloro-2-fluoroacetyl)-2-(((S)-2-oxopyrrolidin-3-yl)methyl)hydrazinyl)-1-oxo-3-phenylpropan-2-yl)-4-fluoro-1H-indole-2-carboxamide